N-methyl-7'-oxo-7',8'-dihydro-6'H-spiro[cyclohexane-1,9'-furo[2,3-f]quinazoline]-2'-carboxamide CNC(=O)C1=CC=2C(=C3C4(NC(NC3=CC2)=O)CCCCC4)O1